CN1CC(C1)(C)[C@@](C=1C=NC=C(C(=N)NO)C1)(C1=CC=C(C=C1)C(C)C)O 5-[(R)-(1,3-Dimethyl-azetidin-3-yl)-hydroxy-(4-isopropyl-phenyl)-methyl]-N-hydroxy-nicotinamidine